4-(5-(3-Chlorophenyl)-7H-pyrrolo[2,3-d]pyrimidin-4-yl)morpholine ClC=1C=C(C=CC1)C1=CNC=2N=CN=C(C21)N2CCOCC2